C[Si]1(O[Si](O[Si](O[Si](O[Si](O[Si](O[Si](O1)(C)C)(C)C)(C)C)(C)C)(C)C)(C)C)C The molecule is a macrocyclic organosiloxane composed from seven units of dimethylsiloxane. It has a role as a marine xenobiotic metabolite. It is an organosiloxane and a macrocycle.